ClCC=1N(C2=C(N1)C(=CC(=C2)C(=O)OCC)F)C[C@H]2COCC2 ethyl 2-(chloromethyl)-7-fluoro-3-[(3S)-oxolan-3-ylmethyl]-1,3-benzodiazole-5-carboxylate